N4-[6-(5-chloro-2-fluorophenyl)-3-(2,2,2-trifluoroethoxy)pyridazin-4-yl]pyridine-2,4-diamine ClC=1C=CC(=C(C1)C1=CC(=C(N=N1)OCC(F)(F)F)NC1=CC(=NC=C1)N)F